2-methylbenzyl-5-(tert-butyl)-1,2,4-oxadiazole-3-carboxamide CC1=C(CNC(=O)C2=NOC(=N2)C(C)(C)C)C=CC=C1